COC1=CC=C(CN(C)C2CCCCC2)C=C1 N-(4-methoxybenzyl)-N-methylcyclohexylamine